C(C)(C)N1C(C2=CC(=C(C=C2C1)NC(=O)C=1C=NN2C1N=CC(=C2)C(=O)N)N2CCOCC2)=O N3-(2-isopropyl-6-morpholino-1-oxoisoindolin-5-yl)pyrazolo[1,5-a]pyrimidine-3,6-dicarboxamide